[Cl-].C(C)(C)C1=C(C=CC=C1)C1=CC=CC=2N1C=[N+](C2)C2=C(C=C(C=C2C)C)C 5-(2-isopropylphenyl)-2-mesitylimidazo[1,5-a]pyridin-2-ium chloride